2-bromo-4-chloropyridin-3-amine BrC1=NC=CC(=C1N)Cl